N1=C(N=C(N=C1NCCCCCC(=O)O)NCCCCCC(=O)O)NCCCCCC(=O)O 6,6',6''-(1,3,5-Triazine-2,4,6-triyltriimino)trihexanoic acid